S1C=C(C=C1)CCOC(CCC)S(=O)(=O)[O-] 2-(3-thienyl)-ethoxy-4-butylsulfonate